2-(5-methoxy-1H-indazol-3-yl)-N-(2-methoxybenzyl)ethan-1-amine fumarate C(\C=C\C(=O)O)(=O)O.COC=1C=C2C(=NNC2=CC1)CCNCC1=C(C=CC=C1)OC